CC(=O)NC1=C(C=CC(=C1F)Br)F N-(3-bromo-2,6-difluorophenyl)acetamide